3,4-dihydroxyamphetamine OC=1C=C(CC(N)C)C=CC1O